phytyl-cysteine C(\C=C(/C)\CCC[C@H](C)CCC[C@H](C)CCCC(C)C)N[C@@H](CS)C(=O)O